1,8-dimethylbicyclo[2.2.2]oct-7-ene-2,3,5,6-tetracarboxylic 2,3:5,6-dianhydride CC12C3C(C(C4C1C(=O)OC4=O)C(=C2)C)C(=O)OC3=O